2-[6-[4-(2,7-diazaspiro[3.5]nonan-2-yl)phenyl]-4-fluoro-1-oxo-isoindolin-2-yl]-2-(6,7-dihydro-5H-pyrrolo[1,2-c]imidazol-1-yl)-N-thiazol-2-yl-acetamide trifluoroacetate FC(C(=O)O)(F)F.C1N(CC12CCNCC2)C2=CC=C(C=C2)C2=CC(=C1CN(C(C1=C2)=O)C(C(=O)NC=2SC=CN2)C2=C1N(C=N2)CCC1)F